2-amino-4-tert-butyldiphenylsiloxymethylphenol NC1=C(C=CC(=C1)CO[Si](C1=CC=CC=C1)(C1=CC=CC=C1)C(C)(C)C)O